ClC1=C(N=C(C=2C(N3[C@@H](COC21)CNCC3)=O)N3[C@H](COCC3)CC)C3=C(C=CC=C3O)F (6aR)-4-chloro-1-((S)-3-ethylmorpholino)-3-(2-fluoro-6-hydroxyphenyl)-6,6a,7,8,9,10-hexahydro-12H-pyrazino[2,1-c]pyrido[3,4-f][1,4]oxazepin-12-one